oxazolin-2-one O1C(N=CC1)=O